8-(4-bromo-2-methoxyphenyl)-2-chloro-7H-purine hydrobromide Br.BrC1=CC(=C(C=C1)C1=NC2=NC(=NC=C2N1)Cl)OC